C(C)(=O)C1=CC=C(C=C1)N1CN2N(CC=C3C2C=2C=CC(=CC2OC3(C)C)NC)C1 2-(4-acetylphenyl)-7,7-dimethyl-10-(methylamino)-5,12b-dihydro-1H,7H-chromeno[4,3-c][1,2,4]triazolo[1,2-a]Pyridazine